ClC1=C(C=C(C=C1)B(O)O)SC1=CC=CC=C1 (4-chloro-3-(phenylsulfanyl)phenyl)boronic acid